Isoquinoline triflate OS(=O)(=O)C(F)(F)F.C1=NC=CC2=CC=CC=C12